1-((4-chloro-5-methoxy-2-(1-methylcyclopropyl)phenyl)-ethynyl)cyclopropan-1-amine ClC1=CC(=C(C=C1OC)C#CC1(CC1)N)C1(CC1)C